DL-N-carbamyl-isoleucine C(N)(=O)N[C@H]([C@@H](C)CC)C(=O)O |&1:4|